BrC1=CC2=C(C(C3=C(N(S2(=O)=O)C)C=CS3)NCCCOCC)C=C1 7-Bromo-10-((3-ethoxypropyl)amino)-4-methyl-4,10-dihydrobenzo[f]thieno[3,2-c][1,2]thiazepine 5,5-dioxide